FC(C(=C)C1=CC=C(C=C1)C)F 1-(3,3-difluoroprop-1-en-2-yl)-4-methylbenzene